1-nonanoyloxy-pyrene-3,6,8-trisulphonic acid C(CCCCCCCC)(=O)OC1=CC(=C2C=CC=3C(=CC(=C4C=CC1=C2C34)S(=O)(=O)O)S(=O)(=O)O)S(=O)(=O)O